C(C)(C)C1=C(NC2=CC=C(C=C12)OCC1CCN(CC1)C(C)C)C=1C(=C(C=2N(C1)C=NN2)C)C 6-(3-Isopropyl-5-((1-isopropylpiperidin-4-yl)methoxy)-1H-indol-2-yl)-7,8-dimethyl-[1,2,4]triazolo[4,3-a]pyridin